CC=1SC(=CC1C(=O)NC1=NC(=NS1)CC(C)O)C1=CC(=CC=C1)OC(F)(F)F 2-Methyl-5-(3-(trifluoromethoxy)phenyl)-N-(3-(2-hydroxypropyl)-1,2,4-thiadiazol-5-yl)thiophene-3-Formamide